4-(3-ethyl-5-(1'-isopropyl-[1,4'-bipiperidin]-4-yl)-1H-indol-2-yl)-1H-pyrazolo[3,4-b]pyridine C(C)C1=C(NC2=CC=C(C=C12)C1CCN(CC1)C1CCN(CC1)C(C)C)C1=C2C(=NC=C1)NN=C2